CC1COC=2C(O1)=CSC2 2-methyl-2,3-dihydro-thieno[3,4-b][1,4]dioxine